3-(3-(4-(Dimethoxymethyl)piperidin-1-yl)phenyl)piperidine-2,6-dione COC(C1CCN(CC1)C=1C=C(C=CC1)C1C(NC(CC1)=O)=O)OC